NC(C(=O)O)(CCCCB(O)O)CCCN1CCN(CC1)CC1=C(C=CC=C1)C#N 2-amino-6-borono-2-(3-(4-(2-cyanobenzyl)piperazin-1-yl)propyl)hexanoic acid